ClC=1C=CC(C(C1)C1=CC(=NC=N1)O)(F)N1N=NC(=C1)C(F)(F)F 6-{5-chloro-2-[4-(trifluoromethyl)-1H-1,2,3-triazol-1-yl]-2-fluorophenyl}pyrimidin-4-ol